methyl (S)-2-((R)-1-(3,4-difluorophenyl)propan-2-yl)-7-methyl-3-(2-azaspiro[3.5]nonan-7-yl)-3,7,8,9-tetrahydro-6H-imidazo[4,5-f]quinoline-6-carboxylate FC=1C=C(C=CC1F)C[C@@H](C)C=1N(C=2C(=C3CC[C@@H](N(C3=CC2)C(=O)OC)C)N1)C1CCC2(CNC2)CC1